COC=1N=C2C(=CC=NC2=CC1OC)OC1=C(C=C(C=C1)NC(=O)C=1C(=NC=C(C1O)C1=NC=C(C=C1C)F)C)F N-[4-[(6,7-dimethoxy-1,5-naphthyridin-4-yl)oxy]-3-fluorophenyl]-5-(5-fluoro-3-methylpyridin-2-yl)-4-hydroxy-2-methylpyridine-3-carboxamide